5-bromo-2-fluoro-1,3-bis(propan-2-yl)benzene BrC=1C=C(C(=C(C1)C(C)C)F)C(C)C